1-((2S,3R)-3-acetamido-4-((4-methoxybenzyl)oxy)-4-oxobutan-2-yl) 4-cyclooctyl 2-methylenesuccinate C=C(C(=O)O[C@@H](C)[C@H](C(=O)OCC1=CC=C(C=C1)OC)NC(C)=O)CC(=O)OC1CCCCCCC1